N1C=NC2=C1C=CC(=C2)N2C(NCC2C2=CC=C(C=C2)C=2N=C(SC2)C2CC2)=O 1-(1H-benzimidazol-5-yl)-5-[4-(2-cyclopropyl-1,3-thiazol-4-yl)phenyl]imidazolidin-2-one